6-(2,4-difluoro-benzyl)-3,3-dimethyl-2,5-dioxo-2,3,5,6-tetrahydro-pyrrolo[2,3-c]pyridine-1-carboxylic acid tert-butyl ester C(C)(C)(C)OC(=O)N1C(C(C=2C1=CN(C(C2)=O)CC2=C(C=C(C=C2)F)F)(C)C)=O